(2S,5S)-2-(1-(3-fluoro-5-tolyl)-3-(1H-pyrrol-3-yl)-1H-pyrazol-4-yl)-5-methyl-3-(2-(2-oxoindolin-6-yl)ethyl)oxazolidin-4-one FC=1C=C(C=C(C1)N1N=C(C(=C1)[C@@H]1O[C@H](C(N1CCC1=CC=C2CC(NC2=C1)=O)=O)C)C1=CNC=C1)C